(S)-benzyl 2-((2S,3R)-3-(((benzyloxy)carbonyl)amino)-2-hydroxy-4-phenylbutanamido)-3-(3,5-difluoro-4-(trifluoromethyl)phenyl)propanoate C(C1=CC=CC=C1)OC(=O)N[C@@H]([C@@H](C(=O)N[C@H](C(=O)OCC1=CC=CC=C1)CC1=CC(=C(C(=C1)F)C(F)(F)F)F)O)CC1=CC=CC=C1